ClC=1C=C(CO\N=C\C2=C(N=C3SC=CN32)C3=CC=C(C=C3)C3=CC=CC=C3)C=CC1Cl (E)-6-([1,1'-biphenyl]-4-yl)imidazo[2,1-b]thiazole-5-carbaldehyde O-(3,4-dichlorobenzyl) oxime